2-(2-(4-(2-(7-(1H-Imidazol-1-yl)-3,4-dihydroisoquinolin-2(1H)-yl)ethyl)phenyl)-2H-tetrazol-5-yl)-4,5-dimethoxyaniline N1(C=NC=C1)C1=CC=C2CCN(CC2=C1)CCC1=CC=C(C=C1)N1N=C(N=N1)C1=C(N)C=C(C(=C1)OC)OC